C1(=CC=CC=C1)C1=CC=CC(=N1)C=1C(=C(C(=C(C1N1C2=CC=C(C=C2C=2C=C(C=CC12)C)C)N1C2=CC=C(C=C2C=2C=C(C=CC12)C)C)C1=NC(=CC=C1)C1=CC=CC=C1)N1C2=CC=C(C=C2C=2C=C(C=CC12)C)C)N1C2=CC=C(C=C2C=2C=C(C=CC12)C)C 9,9',9'',9'''-(3,6-bis(6-phenylpyridin-2-yl)benzene-1,2,4,5-tetrayl)tetrakis(3,6-dimethyl-9H-carbazole)